(4R)-4-benzyl-3-[(2S)-2-(2-fluorophenyl)-3-hydroxypropanoyl]-1,3-oxazolidin-2-one C(C1=CC=CC=C1)[C@H]1N(C(OC1)=O)C([C@H](CO)C1=C(C=CC=C1)F)=O